OC1C(CSC1)C1=C(C(N(N=C1C1=CC=C(C=C1)C(F)(F)F)C=1C=NC=CC1)=O)C(=O)N N-cis-4-Hydroxytetrahydrothiophen-3-yl-3-oxo-2-(pyridin-3-yl)-6-[4-(trifluoromethyl)phenyl]-2,3-dihydropyridazine-4-carboxamide